The molecule is a member of the class of phenylureas that is urea in which one of the amino groups has been substituted by a 5-tert-butyl-1,2-oxazol-3-yl group while the other has been substituted by a phenyl group substituted at the para- position by an imidazo[2,1-b][1,3]benzothiazol-2-yl group that, in turn, is substituted at position 7 by a 2-(morpholin-4-yl)ethoxy group. It has a role as an EC 2.7.10.1 (receptor protein-tyrosine kinase) inhibitor and an antineoplastic agent. It is a benzoimidazothiazole, a member of morpholines, a member of isoxazoles and a member of phenylureas. CC(C)(C)C1=CC(=NO1)NC(=O)NC2=CC=C(C=C2)C3=CN4C5=C(C=C(C=C5)OCCN6CCOCC6)SC4=N3